ClC=1C=C2C(=CN(C2=CC1)S(=O)(=O)C1=CC2=C(OCCO2)C=C1)C(C1C(C(OC1)=O)=C)O 4-((5-Chloro-1-((2,3-dihydrobenzo[b][1,4]dioxin-6-yl)sulfonyl)-1H-indol-3-yl)(hydroxy)methyl)-3-methylenedihydrofuran-2(3H)-one